2-{1-[7-(1-isopropyl-3-trifluoromethyl-1H-indazol-5-ylmethoxy)-2H-chromen-3-ylmethyl]-piperidin-4-yl}acetic acid C(C)(C)N1N=C(C2=CC(=CC=C12)COC1=CC=C2C=C(COC2=C1)CN1CCC(CC1)CC(=O)O)C(F)(F)F